2-(6,8-diphenylimidazo[1,2-a]pyridin-2-yl)benzamide C1(=CC=CC=C1)C=1C=C(C=2N(C1)C=C(N2)C2=C(C(=O)N)C=CC=C2)C2=CC=CC=C2